N5-(cyclopropylsulfonyl)-1-(2-((2S,4R)-4-fluoro-2-((S)-1-hydroxy-2-(6-methylpyridin-2-yl)ethyl)pyrrolidin-1-yl)-2-oxoethyl)-1H-indole-3,5-dicarboxamide C1(CC1)S(=O)(=O)NC(=O)C=1C=C2C(=CN(C2=CC1)CC(=O)N1[C@@H](C[C@H](C1)F)[C@H](CC1=NC(=CC=C1)C)O)C(=O)N